C(C(=C)C)(=O)OC1=CC=CC2=CC3=CC=CC=C3C=C12 anthracenyl methacrylate